diethyl benzhydryl phosphite P(OCC)(OCC)OC(C1=CC=CC=C1)C1=CC=CC=C1